C(CCCCCCCCCCC)NC(OCOC1=NC2=CC(=CC=C2C=C1)OCCCCN1CCN(CC1)C1=CC=CC=2SC=CC21)=O (7-(4-(4-(benzo[b]thiophen-4-yl)piperazin-1-yl)butoxy)quinolin-2-yloxy)methyl dodecylcarbamate